(R/S)-1-(3,3-difluoro-1-methylpiperidin-4-yl)-8-(6-(dimethylamino)pyridin-3-yl)-3-methyl-1,3-dihydro-2H-imidazo[4,5-c]quinolin-2-one FC1(CN(CC[C@H]1N1C(N(C=2C=NC=3C=CC(=CC3C21)C=2C=NC(=CC2)N(C)C)C)=O)C)F |r|